NC1C2(CC2CC1)O 2-Aminobicyclo[3.1.0]hexan-1-ol